1-(4-(4,4-dimethylcyclohex-1-en-1-yl)-5-(isopropylthio)thiazol-2-yl)-4-(3-fluorophenyl)-3-methyl-1H-pyrazole-5-carboxylic acid CC1(CC=C(CC1)C=1N=C(SC1SC(C)C)N1N=C(C(=C1C(=O)O)C1=CC(=CC=C1)F)C)C